5-Amino-3-[2-[4-[4-(2-methoxyethoxy)phenyl]piperazin-1-yl]ethyl]-1-methyl-8-(5-methyl-2-furyl)-[1,2,4]triazolo[5,1-f]purin-2-one NN1C=NC(=C2N3C(N=C12)N(C(N3C)=O)CCN3CCN(CC3)C3=CC=C(C=C3)OCCOC)C=3OC(=CC3)C